(R)-3-(4-phenoxyphenyl)-1-(1-((2,3,4,5-tetrafluoro-6-methoxyphenyl)sulfonyl)piperidin-3-yl)-1H-pyrazolo[3,4-d]pyrimidin-4-amine O(C1=CC=CC=C1)C1=CC=C(C=C1)C1=NN(C2=NC=NC(=C21)N)[C@H]2CN(CCC2)S(=O)(=O)C2=C(C(=C(C(=C2OC)F)F)F)F